2-amino-N-{(1S,2S)-2-[(4-bromophenyl)methoxy]cyclopentyl}-5-(1,3-thiazol-5-yl)pyridine-3-carboxamide NC1=NC=C(C=C1C(=O)N[C@@H]1[C@H](CCC1)OCC1=CC=C(C=C1)Br)C1=CN=CS1